2-((3aR,5s,6aS)-5-(2-fluorophenoxy)hexahydrocyclopenta[c]pyrrol-2(1H)-yl)-1-(5-hydroxypyridin-2-yl)ethan-1-one FC1=C(OC2C[C@@H]3[C@@H](CN(C3)CC(=O)C3=NC=C(C=C3)O)C2)C=CC=C1